2-(3,5-di-amyl-2-hydroxyphenyl)benzotriazole C(CCCC)C=1C(=C(C=C(C1)CCCCC)N1N=C2C(=N1)C=CC=C2)O